FC1=C(C(=C(N)C(=C1)C)C)C 4-fluoro-2,3,6-trimethyl-aniline